ClC(CCOCC(COCCCCl)(COCCCCl)CC)=O 3'-[[2-[(3-chloro-3-oxopropoxy)methyl]-2-ethyl-1,3-propanediyl]bis(oxy)]dipropyl chloride